ClC=1C=CC(=NC1C)NC(C1=NC2=C(N1)COCC2)C2=CC(=C(C=C2)F)Cl 5-chloro-N-[(3-chloro-4-fluorophenyl)-(3,4,6,7-tetrahydropyrano[3,4-d]imidazol-2-yl)methyl]-6-methylpyridin-2-amine